3-Methylcyclohexyl mercaptan CC1CC(CCC1)S